ClC1=CC=C(C(=N1)C(=O)O)N[C@H](C)C=1C=C(C=C2C(N(C(=NC12)C1=CC=NC=C1)C)=O)C (R)-6-chloro-3-((1-(3,6-dimethyl-4-oxo-2-(pyridin-4-yl)-3,4-dihydroquinazolin-8-yl)ethyl)amino)pyridinecarboxylic acid